SCC1CN(CC1)C(=O)OC(C)(C)C tert-Butyl 3-(sulfanylmethyl)pyrrolidine-1-carboxylate